ClC=1C=C(C(=NC1)C=1CCN(CC1)C(=O)OC(C)(C)C)C tert-butyl 4-(5-chloro-3-methyl-2-pyridyl)-3,6-dihydro-2H-pyridine-1-carboxylate